CN1C(=NC2=C(C=C(C=C2C1=O)C(F)(F)F)[C@@H](C)NC1=C(C(=O)O)C=CC=C1)N1CCOCC1 (R)-2-((1-(3-methyl-2-morpholino-4-oxo-6-(trifluoromethyl)-3,4-dihydroquinazolin-8-yl)ethyl)amino)benzoic acid